methyl (R)-2-amino-3-(7-methoxythieno[3,2-b]pyridine-2-carboxamido)propanoate N[C@@H](C(=O)OC)CNC(=O)C1=CC2=NC=CC(=C2S1)OC